(R)-(3-(1-amino-8-azaspiro[4.5]dec-8-yl)-6-((2,3-dichlorophenyl)thio)-5-methylpyrazin-2-yl)methanol N[C@@H]1CCCC12CCN(CC2)C=2C(=NC(=C(N2)C)SC2=C(C(=CC=C2)Cl)Cl)CO